(E)-N-((1,2,3,5,6,7-hexahydro-s-indacen-4-yl)carbamoyl)-3-((tetrahydro-2H-pyran-4-yl)amino)prop-1-ene-1-sulfonamide C1CCC2=C(C=3CCCC3C=C12)NC(=O)NS(=O)(=O)\C=C\CNC1CCOCC1